2-{[(αR)-6-[2,5-dioxo-4-(1-methyl-4-imidazylmethyl)-imidazolidin-1-yl]spiro[3.3]heptan-2-yl]oxy}pyridine-3-carboxamide O=C1N(C(C(N1)CC=1N=CN(C1)C)=O)C1CC2(CC(C2)OC2=NC=CC=C2C(=O)N)C1